ClC=1C=C2C(=NC(=NC2=C(C1C=1C(=CC=C2C(=NNC12)F)C)F)N1CC(C1)N(C)C)N1C[C@H](N(C[C@@H]1C)C(C=C)=O)C 1-((2R,5S)-4-(6-chloro-2-(3-(dimethylamino)azetidin-1-yl)-8-fluoro-7-(3-fluoro-6-methyl-1H-indazol-7-yl)quinazolin-4-yl)-2,5-dimethylpiperazin-1-yl)prop-2-en-1-one